Ethyl 5-chloro-2-phenylthiazole-4-carboxylate ClC1=C(N=C(S1)C1=CC=CC=C1)C(=O)OCC